2-(((3S,4R,5R,6R)-4,5-dihydroxy-6-(hydroxymethyl)tetrahydro-2H-pyran-3-yl)amino)-4-(trifluoromethyl)thiazole-5-carboxamide O[C@@H]1[C@H](CO[C@@H]([C@@H]1O)CO)NC=1SC(=C(N1)C(F)(F)F)C(=O)N